1-di-(methoxyethyl)amino-3-methylenepent-4-ene COCCN(CCC(C=C)=C)CCOC